2-(8-formyl-7-hydroxy-6-methoxy-4-methyl-2-oxo-2H-chromen-3-yl)-N-(5-methoxypyridin-2-yl)acetamide bis-(2-ethylhexyl)phosphate C(C)C(COP(=O)(OCC(CCCC)CC)O)CCCC.C(=O)C=1C(=C(C=C2C(=C(C(OC12)=O)CC(=O)NC1=NC=C(C=C1)OC)C)OC)O